N-(4-(2,5-difluorophenyl)-2-(3,3-difluoropyrrolidin-1-yl)pyridin-3-yl)pyridazine-4-carboxamide FC1=C(C=C(C=C1)F)C1=C(C(=NC=C1)N1CC(CC1)(F)F)NC(=O)C1=CN=NC=C1